(1R,5S)-3-(5,5-dimethyl-6-oxo-6,7-dihydro-5H-pyrrolo[2,3-d]pyrimidin-4-yl)-3,8-diazabicyclo[3.2.1]octane-8-carboxylic acid tert-butyl ester C(C)(C)(C)OC(=O)N1[C@H]2CN(C[C@@H]1CC2)C=2C1=C(N=CN2)NC(C1(C)C)=O